6-fluoro-4-iodo-1-(1H-pyrazol-3-yl)-1H-pyrazolo[3,4-b]Pyridine FC1=CC(=C2C(=N1)N(N=C2)C2=NNC=C2)I